ClC1=NC=C(C(=N1)OCC1=CC=C(C=C1)C=1N(C=C(N1)C(F)(F)F)C(C)C)OC 2-chloro-4-((4-(1-isopropyl-4-(trifluoromethyl)-1H-imidazol-2-yl)benzyl)oxy)-5-methoxypyrimidine